F[P-](F)(F)(F)(F)F.[H+].[PH4+] phosphonium hexafluorophosphoric acid